C(#N)C=1C(=NC(=NC1)N[C@@H]1CC[C@H](CC1)N(C(OCC1=CC=CC=C1)=O)C1=NC=C(C=N1)C=1C=NC(=NC1)OC)N1CCC(CCC1)O benzyl (trans-4-((5-cyano-4-(4-hydroxyazepan-1-yl)pyrimidin-2-yl)amino)cyclohexyl)(2'-methoxy-5,5'-bipyrimidin-2-yl)carbamate